COCCOC=1C=C2C=C(N(C2=CC1)CCOC)CO (5-(2-methoxyethoxy)-1-(2-methoxyethyl)-1H-indol-2-yl)methanol